1-(Cyclopentylmethyl)-4-iodo-5-methyl-1H-pyrazole C1(CCCC1)CN1N=CC(=C1C)I